1-(4-(6-chloro-7-(2,4-difluorophenyl)quinazolin-4-yl)piperazin-1-yl)-4-hydroxybut-2-yn-1-one ClC=1C=C2C(=NC=NC2=CC1C1=C(C=C(C=C1)F)F)N1CCN(CC1)C(C#CCO)=O